ClC1=NC(=CC(=C1)[B-]12OC(C[N+]2(CC(O1)=O)C)=O)C1CC1 1-(2-chloro-6-cyclopropylpyridin-4-yl)-5-methyl-2,8-dioxa-5-azonia-1-boranuidabicyclo[3.3.0]octane-3,7-dione